4-((2-chlorothiazol-5-yl)methyl)piperidine-1,4-dicarboxylic acid 1-(tert-butyl) 4-ethyl ester C(C)OC(=O)C1(CCN(CC1)C(=O)OC(C)(C)C)CC1=CN=C(S1)Cl